(2,3,5-trifluoro-4-((6-methoxy-7-(2-(methylamino)ethoxy)quinolin-4-yl)oxy)phenyl)pyridine-3-carboxamide FC1=C(C=C(C(=C1F)OC1=CC=NC2=CC(=C(C=C12)OC)OCCNC)F)C1=NC=CC=C1C(=O)N